ClC1CN(CCN1)C1=CC=CC=C1 M-chlorophenyl-piperazine